FC(C(=O)O)(F)F.N[C@H]1CC=CC[C@@H]1C1=C(C2=NC(=CC(=C2S1)NCC=1SC=CC1)Cl)C#CCCCCO 6-(2-((1s,6s)-6-aminocyclohex-3-en-1-yl)-5-chloro-7-((thiophen-2-ylmethyl)amino)thieno[3,2-b]pyridin-3-yl)hex-5-yn-1-ol trifluoroacetate